7-methyl-2,3,4,5-tetrahydro-1H-pyrido[4,3-b]indole hydrochloride Cl.CC=1C=CC=2C3=C(NC2C1)CCNC3